C(C)C=1N(C=2N(C(C1N1CCN(CC1)C(=O)C1=NC=NC(=C1O)C)=O)N=C(N2)C(C)C)CC(=O)N 5-ethyl-6-(4-(5-hydroxy-6-methylpyrimidine-4-carbonyl)piperazin-1-yl)-2-isopropyl-7-oxo-[1,2,4]triazolo[1,5-a]pyrimidin-4(7H)-ylacetamide